NC=1SC(=C(N1)Cl)C=O amino-4-chlorothiazole-5-carbaldehyde